tertiary butyl-phenol sulfide C(C)(C)(C)C12C(C=CC=C1)(O)S2